CN(C)[Sn](N(C)C)(N(C)C)N(C)C Tetrakis-dimethylaminotin (IV)